oxetal C1CN(CCN1CCCN2C3=CC=CC=C3NC2=O)C(C4=CC=CC=C4)C5=CC=CC=C5